CON(C(=O)C=1C(=NN(C1)C)C(F)F)C(CC1=C(C=C(C=C1Cl)Cl)Cl)C 3-difluoromethyl-1-methyl-1H-pyrazole-4-carboxylic acid methoxy-[1-methyl-2-(2,4,6-trichlorophenyl)-ethyl]-amide